C1(CC1)C1CN(CCN1C)C=1N=NC(=CN1)C1=CC=C(C=2N=CSC21)C=2C=NN(C2)C2OCCCC2 7-[3-(3-cyclopropyl-4-methyl-piperazin-1-yl)-1,2,4-triazin-6-yl]-4-(1-tetrahydropyran-2-ylpyrazol-4-yl)-1,3-benzothiazole